[N+](=O)([O-])C1=CC=C(OP(=O)(OC2=CC=CC=C2)N2[C@@H](CCC2)C(=O)OCCCC)C=C1 (2S)-butyl 1-((4-nitrophenoxy)(phenoxy)phosphoryl)pyrrolidine-2-carboxylate